OCC(C(C)C)OC1=NN(C=C1)C(=O)OCCCC butyl 3-((1-hydroxy-3-methylbutan-2-yl)oxy)-1H-pyrazole-1-carboxylate